N1C(=NC2=C1C=CC=C2)NC(CNC(C2=CC(=CC=C2)F)=O)C2=CC(=CC=C2)C(F)(F)F N-{2-[(1H-1,3-benzodiazol-2-yl)amino]-2-[3-(trifluoromethyl)phenyl]ethyl}-3-fluorobenzamide